4-(5-(4-Bromo-3-(trifluoromethyl)-1H-pyrazol-5-yl)-5-hydroxyoctahydropentalen-2-yl)-N-(3-cyano-4-fluorophenyl)-1-methyl-1H-imidazole-5-carboxamide BrC=1C(=NNC1C1(CC2CC(CC2C1)C=1N=CN(C1C(=O)NC1=CC(=C(C=C1)F)C#N)C)O)C(F)(F)F